iron monolysinate sulfate S(=O)(=O)([O-])[O-].N[C@@H](CCCCN)C(=O)[O-].[Fe+3]